3,3-Dimethyl-oxepan-2-one CC1(C(OCCCC1)=O)C